Thiodiethylenbis[3-(3,5-di-tert-butyl-4-hydroxyphenyl)propionat] S(CCC(C(=O)[O-])CC1=CC(=C(C(=C1)C(C)(C)C)O)C(C)(C)C)CCC(C(=O)[O-])CC1=CC(=C(C(=C1)C(C)(C)C)O)C(C)(C)C